COC=1C=C(C=CC1)NC1=NC=2N(C3=C1C=CN=C3)N=C(C2)C(=O)O 5-((3-methoxyphenyl)amino)pyrazolo[1,5-a]pyrido[4,3-e]pyrimidine-2-carboxylic acid